1-(4-chloro-3-fluoro-2-(2-methoxypyridin-4-yl)phenyl)-1H-1,2,3-triazole-4-carboxamide ClC1=C(C(=C(C=C1)N1N=NC(=C1)C(=O)N)C1=CC(=NC=C1)OC)F